BrC=1C=CC(=C(C1)C(CO)NC(=O)[C@H]1N(C[C@@H](C1)O)C([C@H](C(C)(C)C)N1N=NC(=C1)C1CC1)=O)OC (2S,4r)-N-[1-(5-bromo-2-methoxy-phenyl)-2-hydroxy-ethyl]-1-[(2S)-2-(4-cyclopropyltriazol-1-yl)-3,3-dimethyl-butyryl]-4-hydroxy-pyrrolidine-2-carboxamide